Cl.NC([C@H](C[C@H]1C(NCC1)=O)NC(=O)[C@@H]1[C@H]2C([C@H]2CN1)(C)C)=O (1R,2S,5S)-N-((S)-1-amino-1-oxo-3-((S)-2-oxopyrrolidin-3-yl)propan-2-yl)-6,6-dimethyl-3-azabicyclo[3.1.0]hexane-2-carboxamide hydrochloride